BrC1=CC2=C(C=C1)C1=CC=CC=C1C21CCC2=CC=CC=C12 2-bromo-2',3'-dihydrospiro-[fluorene-9,1'-indene]